1-(Boc-amino)-1-formyl-cyclohexane C(=O)(OC(C)(C)C)NC1(CCCCC1)C=O